N-((3R,4S)-3-((S)-3-methylpyrrolidin-1-yl)chroman-4-yl)-2-(trifluoromethyl)-1H-indol-4-amine C[C@@H]1CN(CC1)[C@H]1COC2=CC=CC=C2[C@@H]1NC=1C=2C=C(NC2C=CC1)C(F)(F)F